S-nitrosodithiothreitol C([C@H]([C@@H](CSN=O)O)O)S